C(C)(C)(C)OC(=O)N[C@H](C(=O)O)CN(C1=CC=CC=C1)C (S)-2-((tert-Butoxycarbonyl)amino)-3-(methyl(phenyl)amino)propanoic acid